BrC1=C(C=CC=C1Cl)C1=C(C(=NN1COCC[Si](C)(C)C)CO)C(=O)N(C)OC (2-bromo-3-chlorophenyl)(hydroxy)methyl-N-methoxy-N-methyl-1-((2-(trimethylsilyl)ethoxy)methyl)-1H-pyrazole-4-carboxamide